C(=O)(O)C1=C(C=CC=C1C(=O)O)S(=O)(=O)C1=C(C(=CC=C1)C(=O)O)C(=O)O bis(2,3-dicarboxyphenyl) sulfone